2-(4-((6-chlorohexanamido)methyl)phenyl)thiazole ClCCCCCC(=O)NCC1=CC=C(C=C1)C=1SC=CN1